ClC=1C(=CC2=C(C[C@](O2)(C2=CC=CC=C2)CNC([2H])([2H])[2H])C1C1=C(C(=O)N)C=CC(=C1F)OC(F)F)F 2-((2S,4S)-5-Chloro-6-fluoro-2-(((methyl-d3)amino)methyl)-2-phenyl-2,3-dihydrobenzofuran-4-yl)-4-(difluoromethoxy)-3-fluorobenzamide